N1(N=CC=C1)CC1=CC(=C(C#N)C=C1C1CC1)F 4-((1H-pyrazol-1-yl)methyl)-5-cyclopropyl-2-fluorobenzonitrile